1-(but-3-yn-1-yl)-3,7-dimethyl-1H-purine-2,6-dione C(CC#C)N1C(N(C=2N=CN(C2C1=O)C)C)=O